6-(4-((4-((5-(Trifluoromethyl)pyridin-2-yl)amino)piperidin-1-yl)sulfonyl)phenyl)benzo-[d]oxazol-2(3H)-one FC(C=1C=CC(=NC1)NC1CCN(CC1)S(=O)(=O)C1=CC=C(C=C1)C1=CC2=C(NC(O2)=O)C=C1)(F)F